C(C)OC(=O)C=1C=NN2C1N=C(C=C2C)C=2N=C(OC2C)C(C)C 5-(2-isopropyl-5-methyloxazol-4-yl)-7-methylpyrazolo[1,5-a]Pyrimidine-3-carboxylic acid ethyl ester